[N+](=O)([O-])C1=C(C=CC(=C1)[N+](=O)[O-])N1N=C(C=C1[N+](=O)[O-])[N+](=O)[O-] N-(2,4-dinitrophenyl)-3,5-dinitropyrazole